[4-[(4-methyl-2,3-dihydro-1H-carbazol-9-ium-9-yl)methyl]phenyl]-triphenyl-silane CC=1CCCC2=[N+](C3=CC=CC=C3C12)CC1=CC=C(C=C1)[Si](C1=CC=CC=C1)(C1=CC=CC=C1)C1=CC=CC=C1